O1[C@H](CCCC1)CCN |r| (+/-)-2-(Tetrahydro-2H-pyran-2-yl)ethanamine